2-{4-[(2-{3-[(4-methanesulfonyl-3-methoxyphenyl)amino]prop-1-yn-1-yl}-1-(2,2,2-trifluoroethyl)-1H-indol-4-yl)amino]piperidin-1-yl}ethan-1-ol CS(=O)(=O)C1=C(C=C(C=C1)NCC#CC=1N(C2=CC=CC(=C2C1)NC1CCN(CC1)CCO)CC(F)(F)F)OC